(S)-quinuclidin-3-yl (5-(3,5-dimethoxyphenyl)-6-fluoro-2,2-dimethyl-2,3-dihydro-1H-inden-1-yl)carbamat COC=1C=C(C=C(C1)OC)C=1C=C2CC(C(C2=CC1F)NC(O[C@@H]1CN2CCC1CC2)=O)(C)C